[C@H]1([C@H](C([C@H]([C@@H](C1N=C(N)N)O)O)OP(=O)(O)O)O)O 1-Guanidino-1-deoxy-scyllo-inositol 4-phosphate